2-(difluoromethoxy)-5-((2-(1-isopropyl-1H-pyrazol-5-yl)pyridin-3-yl)methoxy)isonicotinaldehyde FC(OC=1C=C(C=O)C(=CN1)OCC=1C(=NC=CC1)C1=CC=NN1C(C)C)F